5-fluoro-3-((5-nitrothiophen-2-yl)methyl)-1-(tetrahydrofuran-2-yl)pyrimidine-2,4(1H,3H)-dione FC=1C(N(C(N(C1)C1OCCC1)=O)CC=1SC(=CC1)[N+](=O)[O-])=O